(S)-3-(5-(1-(3,5-dimethyl-pyridazin-4-yl)ethoxy)-6-methoxy-1H-indazol-3-yl)-5-methoxy-benzonitrile CC=1N=NC=C(C1[C@H](C)OC=1C=C2C(=NNC2=CC1OC)C=1C=C(C#N)C=C(C1)OC)C